4,4-dimethylolbutanoic acid C(O)C(CCC(=O)O)CO